6-Chloro-4-fluoropyridin-3-amine ClC1=CC(=C(C=N1)N)F